C(N)(O[C@H]1CN(CCC1)C1=NC=2N(C(N(C(C2N1CC#CC)=O)CC1=NC2=CC=CC=C2C(=N1)C)=O)C)=O (R)-(1-(7-(but-2-yn-1-yl)-3-methyl-1-((4-methylquinazolin-2-yl)methyl)-2,6-dioxo-2,3,6,7-tetrahydro-1H-purin-8-yl) piperidin-3-yl) carbamate